6-[7-chloro-8-(prop-2-enamido)naphthalen-2-yl]-N-[(1r,4r)-4-[(2-methoxyethyl)(methyl)amino]cyclohexyl]pyridine-2-carboxamide ClC1=CC=C2C=CC(=CC2=C1NC(C=C)=O)C1=CC=CC(=N1)C(=O)NC1CCC(CC1)N(C)CCOC